(2-(aminomethyl)-3-fluoroallyloxy)-2-isopropyl-3,4-dihydroisoquinolin-1(2H)-one NCC(COC1N(C(C2=CC=CC=C2C1)=O)C(C)C)=CF